1-(pyridin-4-yl)piperidin N1=CC=C(C=C1)N1CCCCC1